N-(3-methoxy-4-(4-morpholinopiperidin-1-yl)phenyl)-4-(3-phenylisoxazolidin-2-yl)-5-(trifluoromethyl)pyrimidin-2-amine COC=1C=C(C=CC1N1CCC(CC1)N1CCOCC1)NC1=NC=C(C(=N1)N1OCCC1C1=CC=CC=C1)C(F)(F)F